NC1=CC(=C(OC2=CC(=CC(=C2)OC2=C(C=C(C=C2)N)C(F)(F)F)OC2=C(C=C(C=C2)N)C(F)(F)F)C=C1)C(F)(F)F 1,3,5-tris(4-amino-2-trifluoromethylphenoxy)benzene